(S)-1-(5-(6-chloro-7-fluoro-3-(1H-imidazol-1-yl)-5-methoxy-1-methyl-1H-indol-2-yl)-1H-1,2,4-triazol-3-yl)-2-methoxy-N-methylethan-1-amine ClC1=C(C=C2C(=C(N(C2=C1F)C)C1=NC(=NN1)[C@@H](COC)NC)N1C=NC=C1)OC